BrC1=CC=C(C=C1)NC(CCCC)=O N-p-bromophenyl-valeramide